Cl.CC1=NC(=CC(=N1)CN)OCC(F)(F)F (2-methyl-6-(2,2,2-trifluoroethoxy)pyrimidin-4-yl)methylamine hydrochloride